OC(CCN1CCN(CC1)C1=C(C=CC=C1)C)C=1C=C2CCN(C2=CC1)C(C)=O 1-(5-(1-hydroxy-3-(4-(o-tolyl)piperazin-1-yl)propyl)indolin-1-yl)ethan-1-one